Ethylundecane C(C)CCCCCCCCCCC